(R)-dimethyl((6-(3-methylmorpholino)-2-(2-(((triisopropylsilyl)oxy)methyl)-1H-benzo[d]imidazol-1-yl)pyrimidin-4-yl)imino)-λ6-sulfanone CS(=O)(=NC1=NC(=NC(=C1)N1[C@@H](COCC1)C)N1C(=NC2=C1C=CC=C2)CO[Si](C(C)C)(C(C)C)C(C)C)C